C1OCC12CN(C2)C2=NC=CC(=N2)COC2=CC=C(C=C2)C(C)(C)C2=CC=C(C=C2)CCNC(OC(C)(C)C)=O tert-butyl (4-(2-(4-((2-(2-oxa-6-azaspiro[3.3]heptan-6-yl)pyrimidin-4-yl)methoxy) phenyl)propan-2-yl)phenylethyl)carbamate